N-(5-(4-fluorophenoxy)pyridin-2-yl)-2-(4-isonicotinoylpiperazin-1-yl)propanamide FC1=CC=C(OC=2C=CC(=NC2)NC(C(C)N2CCN(CC2)C(C2=CC=NC=C2)=O)=O)C=C1